N-((1R,6S)-2,2-difluoro-6-(((3R,4S)-3-fluoro-1-isopropylpiperidin-4-yl)oxy)cyclohexyl)-2-(2,3',5'-trifluoro-[1,1'-biphenyl]-3-yl)acetamide FC1([C@@H]([C@H](CCC1)O[C@@H]1[C@@H](CN(CC1)C(C)C)F)NC(CC=1C(=C(C=CC1)C1=CC(=CC(=C1)F)F)F)=O)F